Ethyl 2-(4-((ethoxycarbonyl)(methyl)amino)piperidin-1-yl)thiazole-4-carboxylate C(C)OC(=O)N(C1CCN(CC1)C=1SC=C(N1)C(=O)OCC)C